2-(2-isopropylphenyl)-7-methyl-9-(3-((1-methyl-1H-imidazol-5-yl)methoxy)benzyl)-7,9-dihydro-8H-purin-8-one C(C)(C)C1=C(C=CC=C1)C1=NC=C2N(C(N(C2=N1)CC1=CC(=CC=C1)OCC1=CN=CN1C)=O)C